(S)-4-(5-(difluoromethyl)-1,3,4-thiadiazol-2-yl)-8-(5-(fluoromethyl)-3,3-dimethylpiperazin-1-yl)-2-methyl-N-(1-methylcyclopropyl)quinazoline-6-sulfonamide FC(C1=NN=C(S1)C1=NC(=NC2=C(C=C(C=C12)S(=O)(=O)NC1(CC1)C)N1CC(N[C@@H](C1)CF)(C)C)C)F